ClC=1C(=CC2=C(N(N=N2)C)C1)NC1=NC=C(C(=N1)[Sn](C)(C)C)C(F)(F)F 6-chloro-1-methyl-N-(5-(trifluoromethyl)-4-(trimethylstannyl)pyrimidin-2-yl)-1H-benzo[d][1,2,3]triazol-5-amine